CC1=C2C(=CC(=NC2=NC(=C1)C)O)O 5,7-dimethyl-1,8-naphthyridine-2,4-diol